N-[4-(3-Cyanophenyl)-5-(2,6-dimethyl-4-pyridyl)thiazol-2-yl]-3-oxo-5,6,8,8a-tetrahydro-1H-oxazolo[3,4-a]pyrazin-7-carboxamid C(#N)C=1C=C(C=CC1)C=1N=C(SC1C1=CC(=NC(=C1)C)C)NC(=O)N1CC2N(CC1)C(OC2)=O